1-[5-ethylsulfonyl-6-[3-methyl-6-(trifluoromethyl)imidazo[4,5-c]pyridin-2-yl]-3-pyridinyl]imidazolidin-2-one p-tolyl-(6'-cyano-3-methyl-6-phenyl-[2,3'-bipyridin]-5-yl)carbamate C1(=CC=C(C=C1)N(C(O)=O)C=1C=C(C(=NC1C1=CC=CC=C1)C=1C=NC(=CC1)C#N)C)C.C(C)S(=O)(=O)C=1C=C(C=NC1C1=NC2=C(C=NC(=C2)C(F)(F)F)N1C)N1C(NCC1)=O